N1=CC=C(C=C1)NC(=O)C1=CC=CC=C1 N-(4-pyridyl)benzenecarboxamide